C1(=CC=CC=C1)N(C(=O)N1[C@@H]([C@H]2CC[C@@H](C1)N2C(=O)OCC2=CC=C(C=C2)C)C(=O)O)C2=CC=CC=C2 (1R,2S,5S)-3-(diphenylcarbamoyl)-8-(((4-methylbenzyl)oxy)carbonyl)-3,8-diazabicyclo[3.2.1]octane-2-carboxylic acid